N-(5-methoxy-2-(2-methoxyethoxy)phenyl)thiophene-2-carboxamide COC=1C=CC(=C(C1)NC(=O)C=1SC=CC1)OCCOC